CN1N=C(C(=C1O)C(C1=C(C(=C(C=C1)S(=O)(=O)C)COC)Cl)=O)C 1,3-dimethyl-4-(2-chloro-3-methoxymethyl-4-methanesulfonylbenzoyl)-5-hydroxypyrazole